C(C1=CC=CC=C1)N1CCC(CC1)CCNC(=O)N1CCC(CC1)N1C(NC2=CC=CC=C2C1)=O N-[2-(1-benzylpiperidin-4-yl)ethyl]-4-(2-oxo-1,2,3,4-tetrahydroquinazolin-3-yl)piperidine-1-carboxamide